(S)-2-(1-(7-(((6-((tert-butyldimethylsilyl)amino)pyridin-3-yl)methyl)amino)-3-ethylpyrazolo[1,5-a]pyrimidin-5-yl)piperidin-2-yl)ethan-1-ol [Si](C)(C)(C(C)(C)C)NC1=CC=C(C=N1)CNC1=CC(=NC=2N1N=CC2CC)N2[C@@H](CCCC2)CCO